FC1(C(C1)C=1CN(C(C1)=O)CC1=C(N=C2SC(=NN21)COC)C)F 3-(2,2-difluorocyclopropyl)-1-[[2-(methoxymethyl)-6-methyl-imidazo[2,1-B][1,3,4]thiadiazol-5-yl]methyl]-2H-pyrrol-5-one